O1COC2=C1C=CC(=C2)C=2C=C1C(=NC2)N(N=C1NC(=O)C=1C=NSC1)CCC(C)(C)O N-(5-(benzo[d][1,3]dioxol-5-yl)-1-(3-hydroxy-3-methylbutyl)-1H-pyrazolo[3,4-b]pyridin-3-yl)isothiazole-4-carboxamide